[C@H](C)(CC)[C@@H]1N=C(C2=C(N(C1=O)CC(=O)O)C=CC(=C2)Cl)C2=NC=CC=C2 2-((S)-3-((S)-sec-butyl)-7-chloro-2-oxo-5-(pyridin-2-yl)-2,3-dihydro-1H-benzo[e][1,4]diazepin-1-yl)acetic acid